6-bromo-1,1-dimethylisoindoline hydrochloride Cl.BrC1=CC=C2CNC(C2=C1)(C)C